4-butyl-1H-1,2,3-triazole-1-propanamine C(CCC)C=1N=NN(C1)CCCN